N-(4-cyanophenyl)glycine C1=CC(=CC=C1C#N)NCC(=O)O